OC(CN1C(NC(C=2N(C(=NC12)C1=CC=C(C=C1)OC1=CC=C(C=C1)S(=O)(=O)C)C)=O)=O)C 3-(2-hydroxypropyl)-7-methyl-8-(4-(4-(methylsulfonyl)phenoxy)phenyl)-3,7-dihydro-1H-purine-2,6-dione